NC1=C(C(=O)N)C=C(C=C1)Br amino-5-bromobenzamide